2-amino-2-(1-heptyl-1H-1,2,3-triazol-4-yl)propane-1,3-diol NC(CO)(CO)C=1N=NN(C1)CCCCCCC